3-hydroxy-3-methylglutarylCoA OC(CC(=O)SCCNC(CCNC([C@@H](C(COP(OP(OC[C@@H]1[C@H]([C@H]([C@@H](O1)N1C=NC=2C(N)=NC=NC12)O)OP(=O)(O)O)(=O)O)(=O)O)(C)C)O)=O)=O)(CC(=O)O)C